α-(7-hydroxy-1-naphthalenyl)-acetic acid ethyl ester C(C)OC(CC1=CC=CC2=CC=C(C=C12)O)=O